NC1=C(C=CC=C1C(=O)N[C@@H]1CNCC1)C1=C(C(=C(C=C1)S(=O)(=O)CCN)S(N)(=O)=O)C=1N=NNN1 (S)-2-amino-4'-((2-aminoethyl)sulfonyl)-N-(pyrrolidin-3-yl)-3'-sulfamoyl-2'-(2H-tetrazol-5-yl)-[1,1'-biphenyl]-3-carboxamide